1-ethynyl-4,4-dimethylcyclohexane-1-ol C(#C)C1(CCC(CC1)(C)C)O